C(C)(C)(C)OC(N[C@@H]1CC[C@H](CC1)N(C(=O)NCC)C1=NC=C(N=C1)C=1C=NC(=NC1)OC)=O (trans-4-(3-ethyl-1-(5-(2-methoxypyrimidin-5-yl)pyrazin-2-yl)ureido)cyclohexyl)carbamic acid tert-butyl ester